5-Amino-3-[6-[2-[[3-(2,4-dichlorophenyl)isoxazol-5-yl]amino]-2-oxo-ethyl]-3-pyridyl]-1-isopropyl-pyrazole-4-carboxamide NC1=C(C(=NN1C(C)C)C=1C=NC(=CC1)CC(=O)NC1=CC(=NO1)C1=C(C=C(C=C1)Cl)Cl)C(=O)N